FC=1C=C(OC=2C=C(C=CC2)CO)C=CC1 (3-(3-fluorophenoxy)phenyl)methanol